C(CCC)OC(C(=O)[O-])(C(=O)C(CC)CC)OCCCC.[Hf+4].C(CCC)OC(C(=O)[O-])(C(=O)C(CC)CC)OCCCC.C(CCC)OC(C(=O)[O-])(C(=O)C(CC)CC)OCCCC.C(CCC)OC(C(=O)[O-])(C(=O)C(CC)CC)OCCCC hafnium dibutoxybisethylacetoacetate